C1=CC=CC=2C3=CC=CC=C3[NH2+]C12 9-carbazolium